4-({5'-chloro-7'-oxo-7',8'-dihydro-6'H-spiro[cyclohexane-1,9'-furo[2,3-f]quinazoline]-2'-ylmethyl}amino)-thiane-1,1-dione ClC=1C=C2C(=C3C4(NC(NC13)=O)CCCCC4)OC(=C2)CNC2CCS(CC2)(=O)=O